FC1=CC=CC=2C=3N(C(=NC12)NC=1C(N=CC=CC1)=O)N=C(N3)C=3C=NN(C3)C(C)C (3R)-3-({7-fluoro-2-[1-(propan-2-yl)-1H-pyrazol-4-yl][1,2,4]triazolo[1,5-c]quinazolin-5-yl}amino)azepin-2-one